BrC1=NC=2C=C(C=CC2C2=C1C=NN2C)CN(C(=O)C=2C=NC(=CC2)C2CCC2)C2=C(C=C(C=C2)F)S(=O)(=O)C N-({4-bromo-1-methyl-1H-pyrazolo[4,3-c]quinolin-7-yl}methyl)-6-cyclobutyl-N-(4-fluoro-2-methanesulfonylphenyl)pyridine-3-carboxamide